BrC1=CC(=C2C(N(C(NC2=C1F)=O)C)=O)F 7-bromo-5,8-difluoro-3-methylquinazolin-2,4(1H,3H)-dione